3-(4-bromo-2-fluoro-phenyl)-3-methyl-butyraldehyde BrC1=CC(=C(C=C1)C(CC=O)(C)C)F